C1(CC1)NC(=O)C=1C(=NC=C(C1)OC[C@H](C)N(S(=O)(=O)C(F)(F)F)COC)C N-cyclopropyl-5-[(2S)-2-[methoxymethyl-(trifluoromethylsulfonyl)amino]propoxy]-2-methyl-pyridine-3-carboxamide